ClC=1C=C(C=C(C1)F)NC(=O)NC1=CC(=NC(=C1)F)F 1-(3-chloro-5-fluorophenyl)-3-(2,6-difluoropyridin-4-yl)urea